COC=1C=C(C=C(C1)CO)CO 5-methoxy-1,3-benzenedimethanol